4-(2-chloro-9H-purin-6-yl)morpholine ClC1=NC(=C2N=CNC2=N1)N1CCOCC1